COCOC1=C(C(=CC(=C1)C(F)(F)F)C)C1=CC2=C(N=N1)N(CC2)C2CC(C2)(O)C (1s,3s)-3-{3-[2-(methoxymethoxy)-6-methyl-4-(trifluoromethyl)phenyl]-5,6-dihydro-7H-pyrrolo[2,3-c]pyridazin-7-yl}-1-methylcyclobutanol